2-(2,4-dinitrophenyl)-ethan-1-ol [N+](=O)([O-])C1=C(C=CC(=C1)[N+](=O)[O-])CCO